cyclopentyl-N3-(oxetan-3-yl)-6-(3-pyridinyl)pyridine-2,3-diamine C1(CCCC1)C1=C(C(=NC(=C1)C=1C=NC=CC1)N)NC1COC1